C(C1=CC=CC=C1)NC(=O)N1N(CC(N2[C@@H]1CN(C([C@@H]2CC2=CC=C(C=C2)O)=O)CC2=C1C=CC=NC1=CC=C2)=O)CC2=CC(=NO2)C2=CC=C(C=C2)F (6S,9aS)-N-benzyl-2-((3-(4-fluorophenyl)isoxazol-5-yl)methyl)-6-(4-hydroxybenzyl)-4,7-dioxo-8-(quinolin-5-ylmethyl)octahydro-1H-pyrazino[2,1-c][1,2,4]triazine-1-carboxamide